COC=1C=C(OC(CNC(CNC2=CC(=CC=C2)C(F)(F)F)=N)C)C=CC1 N-[2-(3-methoxyphenoxy)propyl]-2-[[3-(trifluoromethyl)phenyl]amino]-Ethanimidamide